2-(3-((7-((1H-pyrazolo[4,3-b]pyridin-5-yl)ethynyl)-4,5,6-trimethylbenzofuran-3-yl)amino)phenyl)-2-methylpropanenitrile N1N=CC2=NC(=CC=C21)C#CC2=C(C(=C(C=1C(=COC12)NC=1C=C(C=CC1)C(C#N)(C)C)C)C)C